NC1=NC(=NC(=N1)N)CCN1C(=NC=C1)C 1-[2-(4,6-diamino-1,3,5-triazin-2-yl)ethyl]-2-methylimidazole